FC1=CC=2C(=NC=CC2)S1 fluorothieno[2,3-b]pyridine